vanadium phosphorus oxygen [O].[P].[V]